methyl (S)-(3-bromo-7-((1-((tert-butyldiphenylsilyl)-oxy)hexan-3-yl)amino)-1-(4-cyano-2-methoxybenzyl)-1H-pyrazolo[4,3-d]pyrimidin-5-yl)carbamate BrC1=NN(C2=C1N=C(N=C2N[C@H](CCO[Si](C2=CC=CC=C2)(C2=CC=CC=C2)C(C)(C)C)CCC)NC(OC)=O)CC2=C(C=C(C=C2)C#N)OC